CC=1C=2C(C(=NN1)N[C@H](C)C1=CC(=CC=C1)C(F)(F)F)=CN(C(C2)=O)C2COCC2 |r| 1-methyl-4-[[rac-(1R)-1-[3-(trifluoromethyl)phenyl]ethyl]amino]-6-tetrahydrofuran-3-yl-pyrido[3,4-d]pyridazin-7-one